CC1(CO1)C 1,1-dimethylethylene oxide